ClC1=CC=C(C=C1)/C=C/C(=O)C1=CC=C(C=C1)S(=O)(=O)NC(C(=O)O)C 2-[[4-[(E)-3-(4-Chlorophenyl)prop-2-enoyl]phenyl]sulfonylamino]propanoic acid